4,5-diamino-2-methylbenzene-1-sulfonic acid NC1=CC(=C(C=C1N)S(=O)(=O)O)C